CCCCC/C=C\\C/C=C\\C/C=C\\CCCCC(=O)OC[C@H](COP(=O)([O-])[O-])O The molecule is a 1-acyl-sn-glycerol 3-phosphate(2-) obtained by deprotonation of the phosphate OH groups of gamma-linolenoyl-sn-glycero-3-phosphate. It is a conjugate base of a 1-(gamma-linolenoyl)-sn-glycero-3-phosphate.